C(C)(C)(C)OC(=O)N1C[C@@H](CCC1)C(NC1=NN(C2=CC=C(C=C12)C1=C(C=CC(=C1)C(C)=O)F)C(C1=CC=CC=C1)(C1=CC=CC=C1)C1=CC=CC=C1)=O (3R)-3-{[5-(5-acetyl-2-fluorophenyl)-1-trityl-1H-indazol-3-yl]carbamoyl}piperidine-1-carboxylic acid tert-butyl ester